amino-2-methylhexan-1-ol NC(C(CCCC)C)O